4-(2-cyano-7-isopropyl-1H-indol-3-yl)-N,N-dimethyl-benzenesulfonamide C(#N)C=1NC2=C(C=CC=C2C1C1=CC=C(C=C1)S(=O)(=O)N(C)C)C(C)C